O[C@H]1[C@@H](O)[C@H](O)[C@H](O)[C@@H](O1)CO alpha-L-galactose